ICOC(=O)N1C=CC2=CC=CC(=C12)F 7-fluoro-1H-indole-1-carboxylic acid iodomethyl ester